CC1([C@H]2CN([C@@H]([C@@H]12)C(=O)N[C@@H](C[C@H]1C(NCC1)=O)C(COC(F)(F)F)=O)C(=O)[C@@H]1OCCC1)C (1R,2S,5S)-6,6-dimethyl-N-((S)-3-oxo-1-((S)-2-oxopyrrolidin-3-yl)-4-(trifluoromethoxy)butan-2-yl)-3-((R)-tetrahydrofuran-2-carbonyl)-3-azabicyclo-[3.1.0]hexane-2-carboxamide